N-{(6R)-2-[4-(2,6-difluorophenyl)-6-(trifluoromethyl)-1,2-benzoxazol-3-yl]-7,7-difluoro-3-oxo-2,5,6,7-tetrahydro-3H-pyrrolo[1,2-c]imidazol-6-yl}ethanesulfonamide FC1=C(C(=CC=C1)F)C1=CC(=CC2=C1C(=NO2)N2C(N1C(=C2)C([C@@H](C1)NS(=O)(=O)CC)(F)F)=O)C(F)(F)F